(S)-(4-(7-(difluoromethyl)pyrazolo[1,5-a]pyridin-2-yl)-6,7-dihydro-1H-imidazo[4,5-c]pyridin-5(4H)-yl)(5-(1,5-dimethyl-1H-pyrazol-4-yl)-1,3,4-oxadiazol-2-yl)methanone FC(C1=CC=CC=2N1N=C(C2)[C@H]2N(CCC1=C2N=CN1)C(=O)C=1OC(=NN1)C=1C=NN(C1C)C)F